1,4-Bis[2-[2-[2-(2-benzyloxyethoxy)ethoxy]ethoxy]ethyl]piperazine C(C1=CC=CC=C1)OCCOCCOCCOCCN1CCN(CC1)CCOCCOCCOCCOCC1=CC=CC=C1